2-(benzyloxy)-1-(2-(difluoromethoxy)pyridin-4-yl)ethan-1-amine C(C1=CC=CC=C1)OCC(N)C1=CC(=NC=C1)OC(F)F